5-(1-benzyl-4-(methoxycarbonyl)piperidin-4-yl)-2-chloropyridine 1-oxide C(C1=CC=CC=C1)N1CCC(CC1)(C(=O)OC)C=1C=CC(=[N+](C1)[O-])Cl